CN(CCCCCCCC)C N,N-dimethyloctane-1-amine